O1C(CCCC1)OC(C=O)C 2-((tetrahydro-2H-pyran-2-yl)oxy)propanal